1-(3-chlorophenyl)-1H-pyrazole-4-carboxylic acid ClC=1C=C(C=CC1)N1N=CC(=C1)C(=O)O